N-(2-{4-[(1S)-1-(2H-1,3-benzodioxol-5-yl)ethyl]piperazin-1-yl}pyrimidin-5-yl)acetamide O1COC2=C1C=CC(=C2)[C@H](C)N2CCN(CC2)C2=NC=C(C=N2)NC(C)=O